C1(CC1)C1=NC(=NC(=C1C=1N=CC2=C(N1)C=NN2COCC[Si](C)(C)C)OC)C 2-[[5-(4-cyclopropyl-6-methoxy-2-methyl-pyrimidin-5-yl)pyrazolo[4,3-d]pyrimidin-1-yl]methoxy]ethyl-trimethyl-silane